7-formyl-8-azaspiro[4.5]decane-8-carboxylic acid tert-butyl ester C(C)(C)(C)OC(=O)N1C(CC2(CCCC2)CC1)C=O